Ethyl-2,6-dimethyl-1-((2-(trimethylsilyl)ethoxy)methyl)-1H-thieno[2,3-d]imidazole C(C)C1=C(C2=C(N=C(N2COCC[Si](C)(C)C)C)S1)C